ethyl (6-methylamino-2,4-dioxo-1,3-diphenyl-1,2,3,4-tetrahydro-pyrimidine-5-thiocarbonyl)-carbamate CNC1=C(C(N(C(N1C1=CC=CC=C1)=O)C1=CC=CC=C1)=O)C(=S)NC(OCC)=O